1-bromo-1,3-dichloropropan-2-one BrC(C(CCl)=O)Cl